(1R,3R,5S)-3-{[8-(3-fluoropyrazol-1-yl)-6H-isochromeno[3,4-b]pyridin-3-yl]oxy}-8-azabicyclo[3.2.1]octane FC1=NN(C=C1)C=1C=CC2=C(C1)COC1=NC(=CC=C12)OC1C[C@H]2CC[C@@H](C1)N2